6-Ethyl-2,4-dimethyl-8-(o-tolylthio)pyrimido[4,5-c]Isochinolin-1,3,7,10(2H,4H)-Tetraon C(C)C1=NC2=C(C=3C(C=C(C(C13)=O)SC1=C(C=CC=C1)C)=O)C(N(C(N2C)=O)C)=O